(2S,3R)-3-((2-amino-6-methylpyridin-4-yl)methyl)-N2-(1-methyl-1H-pyrazol-4-yl)-N1-((R)-1-(3,5-dimethylphenyl)propyl)-N2-methyl-4-oxoazetidine-1,2-dicarboxamide NC1=NC(=CC(=C1)C[C@@H]1[C@H](N(C1=O)C(=O)N[C@H](CC)C1=CC(=CC(=C1)C)C)C(=O)N(C)C=1C=NN(C1)C)C